1,3-dimethyl-5-(phenylthio)benzeneSulfonyl chloride CC1(CC(=CC(=C1)SC1=CC=CC=C1)C)S(=O)(=O)Cl